2-(4(R)-phenyloxazolidin-2-one-3-yl)acetyl chloride C1(=CC=CC=C1)[C@H]1N(C(OC1)=O)CC(=O)Cl